2-((4-((R)-2-(4-chloro-2-fluorophenyl)-4-fluoro-2-methyl-2H-chromen-8-yl)piperidin-1-yl)methyl)-3-(((S)-oxabutane-2-yl)methyl)-3H-imidazo[4,5-b]pyridine-5-carboxylic acid ClC1=CC(=C(C=C1)[C@@]1(OC2=C(C=CC=C2C(=C1)F)C1CCN(CC1)CC1=NC=2C(=NC(=CC2)C(=O)O)N1C[C@@H](O)CC)C)F